C1=CC=CC2=CC3=CC=CC=C3C(=C12)COC(CCC(C)(C1=CC=C(C=C1)O)C1=CC=C(C=C1)O)=O 4,4-bis(4-hydroxyphenyl)-pentanoic acid (9-anthryl)-methyl ester